3,3'-[phenazine-2,3-diylbis(oxy)]di(propane-1-sulfonic acid) C1=C(C(=CC2=NC3=CC=CC=C3N=C12)OCCCS(=O)(=O)O)OCCCS(=O)(=O)O